C(C)(C)(C)[Sn](OCCCC)(OCCCC)OCCCC t-butyl-tris(1-butoxy)tin